COC=1C=C(C=C(C1)OC)N1C(CN(C(C1)=O)C(CC)=O)=O 1-(3,5-Dimethoxyphenyl)-4-propionylpiperazine-2,5-dione